N-((S)-1-(((R)-1-(6-(7-((S)-2-(4-isobutylphenyl)propanamido)heptyl)-4,8-dioxo-1,3,6,2-dioxazaborocan-2-yl)-3-methylbutyl)amino)-1-oxo-3-phenylpropan-2-yl)pyrazine-2-carboxamide C(C(C)C)C1=CC=C(C=C1)[C@@H](C(=O)NCCCCCCCN1CC(OB(OC(C1)=O)[C@H](CC(C)C)NC([C@H](CC1=CC=CC=C1)NC(=O)C1=NC=CN=C1)=O)=O)C